C1=CC=C(C(=C1)NC(=O)CCl)[N+](=O)[O-] 2-chloro-N-(2-nitrophenyl)acetamide